[Si](C)(C)(C(C)(C)C)O[C@@H](C(=O)OC(C)(C)C)CCCO (R)-tert-butyl 2-{tert-butyldimethylsilyloxy}-5-hydroxypentanoate